N-(5-(4-fluorobenzyl)-3-methoxy-7-methyl-2,3,4,5-tetrahydrobenzo[b][1,4]oxazepin-8-yl)-3,3-dimethylbutanamide FC1=CC=C(CN2C3=C(OCC(C2)OC)C=C(C(=C3)C)NC(CC(C)(C)C)=O)C=C1